trifluoromethyl-N-(3-((4-fluorophenyl)sulfonylamino)-4-hydroxyphenyl)-[1,1'-biphenyl]-4-carboxamide FC(F)(F)C1=C(C=CC(=C1)C(=O)NC1=CC(=C(C=C1)O)NS(=O)(=O)C1=CC=C(C=C1)F)C1=CC=CC=C1